1,1,1-tri(3,5-dimethyl-4-hydroxyphenyl)ethane CC=1C=C(C=C(C1O)C)C(C)(C1=CC(=C(C(=C1)C)O)C)C1=CC(=C(C(=C1)C)O)C